NC=1C(=NN(C1)C(C#N)(C)C)C 2-(4-amino-3-methyl-1H-pyrazol-1-yl)-2-methylpropionitrile